(S)-(1-(2-ethoxy-5-(trifluoromethyl)benzyl)pyrrolidin-3-yl)methanamine hydrochloride Cl.C(C)OC1=C(CN2C[C@@H](CC2)CN)C=C(C=C1)C(F)(F)F